ClC=1C=2N(C=CC1)C(=NC2)C(C)(C)NC(=O)C2[C@H]1CNC[C@@H]2C1 (1R,5S,6r)-N-(2-(8-chloroimidazo[1,5-a]pyridin-3-yl)propan-2-yl)-3-azabicyclo[3.1.1]heptane-6-carboxamide